FC=1C=C2C(=CN(C2=CC1)C(=O)C1=C(CN[C@@H](C)C(=O)O)C=CC=C1)NC(=O)NC1=CC=C(C=C1)C(F)(F)F 2-(5-fluoro-3-(3-(4-(trifluoromethyl)phenyl)ureido)-1H-indole-1-carbonyl)benzyl-alanine